N-[(4-Fluorophenyl)methyl]-4-methyl-1-(5-methylfuran-3-carbonyl)-3-(morpholin-2-yl)-1H-pyrazol-5-amin FC1=CC=C(C=C1)CNC1=C(C(=NN1C(=O)C1=COC(=C1)C)C1CNCCO1)C